C(#N)C1=CC=C(C=C1)[C@]12[C@](C=3C(=NC(=CC3O1)C#N)OC)([C@@H]([C@@H]([C@H]2C2=CC=CC=C2)CN(C)C)O)O |r| rac-(5aR,6S,7S,8R,8aS)-5a-(4-cyanophenyl)-7-((dimethylamino)methyl)-8,8a-dihydroxy-1-methoxy-6-phenyl-5a,7,8,8a-tetrahydro-6H-cyclopenta[4,5]furo[3,2-c]pyridine-3-carbonitrile